C(CCCCCCCCCCCCCCCCCCCCCCCCCCC)C(=O)CCCCCCCCCCCCCCCCCCCCCCCC n-tetracosyl octacosyl ketone